COC1=CC=2C3=C(NC2C=C1)C=CC=N3 8-methoxy-5H-pyrido[3,2-b]indol